2-(tetrahydropyran-2-yl)-4-(4,4,5,5-tetramethyl-1,3,2-dioxaborolan-2-yl)-1,2,3-triazole O1C(CCCC1)N1N=CC(=N1)B1OC(C(O1)(C)C)(C)C